2-fluoro-5-(4-ethoxybenzyl)benzonitrile FC1=C(C#N)C=C(C=C1)CC1=CC=C(C=C1)OCC